tert-Butyl (8-(cyanomethyl)-4-(morpholine-4-carbonyl) quinolin-2-yl)(2,4-dimethoxybenzyl)carbamate C(#N)CC=1C=CC=C2C(=CC(=NC12)N(C(OC(C)(C)C)=O)CC1=C(C=C(C=C1)OC)OC)C(=O)N1CCOCC1